6-(5-(2-((2-(6-fluoro-1-methyl-2-oxoindolin-7-yl)ethyl)amino)ethyl)-2-oxooxazolidin-3-yl)-2H-pyrido[3,2-b][1,4]oxazin-3(4H)-one FC1=CC=C2CC(N(C2=C1CCNCCC1CN(C(O1)=O)C=1C=CC=2OCC(NC2N1)=O)C)=O